8-fluoro-2-(((2R,7aS)-2-Fluorotetrahydro-1H-pyrrolizin-7a(5H)-yl)methoxy)-5-(3-hydroxypropynyl)pyrido[4,3-d]pyrimidine FC1=CN=C(C2=C1N=C(N=C2)OC[C@]21CCCN1C[C@@H](C2)F)C#CCO